N-[4-(5-amino-1,3,4-thiadiazol-2-yl)phenyl]-3-(4-methoxyphenyl)pyridin-2-amine NC1=NN=C(S1)C1=CC=C(C=C1)NC1=NC=CC=C1C1=CC=C(C=C1)OC